(S)-N-(1-(1-(5-((diethyl(oxo)-λ6-sulfaneylidene)amino)pyridin-2-yl)-1H-1,2,4-triazol-5-yl)ethyl)-3-fluoro-5-(trifluoromethyl)benzamide C(C)S(=O)(CC)=NC=1C=CC(=NC1)N1N=CN=C1[C@H](C)NC(C1=CC(=CC(=C1)C(F)(F)F)F)=O